S(C#N)CSC=1SC2=C(N1)C=CC=C2 2-(thiocyanomethylthio)-1,3-benzothiazole